C(O)(O)=O.C(C)C=CC Ethyl propylene carbonate